C(C)(C)(C)OC(CC(C(C)NC(CN1C(C(C2=C(C(=CC(=C12)F)C(F)(F)F)F)(C)C)=O)=O)C)=O 4-{2-[4,7-difluoro-3,3-dimethyl-2-oxo-5-(trifluoromethyl)indol-1-yl]acetamido}-3-methylpentanoic acid tert-butyl ester